FC1=C(C(=O)C2=CNC3=NC=C(C(=C32)N[C@H]3CO[C@@H](CC3)CO)C#N)C(=CC(=C1)OC1=CC=CC=C1)F 3-(2,6-difluoro-4-phenoxybenzoyl)-4-(((3R,6S)-6-(hydroxymethyl)tetrahydro-2H-pyran-3-yl)amino)-1H-pyrrolo[2,3-b]pyridine-5-carbonitrile